ClC1=C(C#N)C=CC=C1C1CC(C1)O 2-chloro-3-(3-hydroxycyclobutyl)benzonitrile